ClCCC(=O)N1CCC(CC1)OC1=CC=C(C=C1)C(=O)C=1C2=C(SC1C1=CC=C(C=C1)O)C=C(C=C2)O 3-chloro-1-(4-(4-(6-hydroxy-2-(4-hydroxyphenyl)benzo[b]thiophene-3-carbonyl)phenoxy)piperidin-1-yl)propan-1-one